benzyl 7-(2-(cyclopropanecarboxamido)-[1,2,4]triazolo[1,5-a]pyridin-5-yl)-7-hydroxy-2-azaspiro[3.5]nonane-2-carboxylate C1(CC1)C(=O)NC1=NN2C(C=CC=C2C2(CCC3(CN(C3)C(=O)OCC3=CC=CC=C3)CC2)O)=N1